FC1=C(C=C(C(=C1)N1C[C@H](N(CC1)C)C)NC(C1=C(C=C(C=C1)F)C(F)(F)F)=O)C1=CCCN(C1)C(=O)OC1CC(C1)(F)F |r| (3,3-difluorocyclobutyl) 5-[2-fluoro-5-[[4-fluoro-2-(trifluoromethyl)benzoyl]amino]-4-[rac-(3R)-3,4-dimethylpiperazin-1-yl]phenyl]-3,6-dihydro-2H-pyridine-1-carboxylate